OC(C=O)(O)C1=CC=CC=C1 hydroxyphenyl-glycolaldehyde